C(\C=C/C(=O)O)(=O)O.N1(CCCCC1)C(=O)N piperidine-1-carboxamide maleate